1-Acetylazetidin-3-yl(8-amino-7-fluoro-6-(4-methyl-5,6,7,8-tetrahydro-1,5-naphthyridin-3-yl)isoquinolin-3-yl)carbamate C(C)(=O)N1CC(C1)N(C([O-])=O)C=1N=CC2=C(C(=C(C=C2C1)C=1C=NC=2CCCNC2C1C)F)N